Cl.COC([C@H](CCNC(=O)OC(C)(C)C)N)=O (S)-2-Amino-4-tert-butoxycarbonylamino-butyric acid methyl ester HCl salt